O=C1NC(CCC1N1C(C2=CC=C(C=C2C1=O)N1CCN(CC1)CC1CCN(CC1)C1=CC(=C(C(=C1)F)NC(=O)N1C(CNC(C1)C)C)F)=O)=O N-(4-(4-((4-(2-(2,6-dioxopiperidin-3-yl)-1,3-dioxoisoindolin-5-yl)piperazin-1-yl)methyl)piperidin-1-yl)-2,6-difluorophenyl)-2,5-dimethylpiperazine-1-carboxamide